1,5-dioxan-heptane-2-one OC(CCOCC)=O